O[C@H]1[C@H](O)[C@@H](O)[C@H](O[C@H]2[C@H](O)[C@@H](O)[C@@H](O)[C@H](O2)CO)[C@H](O1)CO Beta-D-Lactose